ClC=1C=NC(=NC1)C12CCN(CC2C1)C1C(CC1)[C@@H](O)NC=1C2=C(N=CN1)CCS2=O (R)-2-(6-(5-chloropyrimidin-2-yl)-3-azabicyclo[4.1.0]heptan-3-yl)-5-oxo-(6,7-dihydrothieno[3,2-d]pyrimidin-4-yl)amino-cyclobutyl-methanol